CC1=C(OC2=C(C=C(C=C2C1=O)C)[C@@H](C)NC=1C(=NC=CC1)C(=O)NN)C1=CC=CC=C1 3-[[(1R)-1-(3,6-dimethyl-4-oxo-2-phenyl-chromen-8-yl)ethyl]amino]pyridine-2-carbohydrazide